2,4-dimethyl (2S)-4-(2-oxo-2-phenylethyl)pyrrolidine-1,2,4-tricarboxylate O=C(CC1(C[C@H](N(C1)C(=O)[O-])C(=O)OC)C(=O)OC)C1=CC=CC=C1